5-(2-((2-Methoxy-6-methyl-5,6,7,8-tetrahydro-1,6-naphthyridin-3-yl)amino)quinazolin-8-yl)-1-Methylpyridin-2(1H)-one COC1=NC=2CCN(CC2C=C1NC1=NC2=C(C=CC=C2C=N1)C=1C=CC(N(C1)C)=O)C